COC1=CC(=NC=C1OCC1(CC1)C)C=O [4-methoxy-5-(1-methyl-cyclopropylmethoxy)-pyridin-2-yl]-methanone